FC1(CCC(CC1)CC=1N=NN(C1)CC=1C=C2CN(C(C2=CC1)=O)C1C(NC(CC1)=O)=O)F 3-(5-((4-((4,4-difluorocyclohexyl)methyl)-1H-1,2,3-triazol-1-yl)methyl)-1-oxoisoindolin-2-yl)piperidine-2,6-dione